1-[5-(3-methyltriazol-4-yl)-3-pyridyl]-6-oxo-5-phenyl-pyridazine-3-carboxylic acid CN1N=NC=C1C=1C=C(C=NC1)N1N=C(C=C(C1=O)C1=CC=CC=C1)C(=O)O